C(C)(C)CC(C)(O[Si](OC(C)C)(C(C)C)C(C)C)C(C)C diisopropyl-diisopropyldiisopropyloxysilane